4-(6-{8-hydroxy-1,4-dioxaspiro[4.5]decan-8-yl}pyridin-3-yl)-1-methylpiperidin-2-one OC1(CCC2(OCCO2)CC1)C1=CC=C(C=N1)C1CC(N(CC1)C)=O